[C@@H]12COC[C@@H](CC1)C2NC=2N=NC(=C1C2C=NC=C1)C1=C(C=C(C=C1F)C)O 2-(4-(((1R,5S,8s)-3-oxabicyclo[3.2.1]octan-8-yl)amino)pyrido[3,4-d]pyridazin-1-yl)-3-fluoro-5-methylphenol